ClC1=C(N=C2N1C=CC(=C2)C(=O)OC)C2=C(C=CC=C2)C2=C(N=C(O2)C)C methyl 3-chloro-2-[2-(2,4-dimethyloxazol-5-yl)phenyl]imidazo[1,2-a]pyridine-7-carboxylate